OC=1C2=C(N=C(N1)C)C=NC(=C2)C2CN(CCC2)C(=O)[O-] 3-(4-hydroxy-2-methylpyrido[3,4-d]pyrimidin-6-yl)piperidine-1-carboxylate